6-(4-amino-1-(tert-butyl)-1H-pyrazolo[3,4-d]pyrimidin-3-yl)-3-chloro-1H-indole-2-carboxylic acid NC1=C2C(=NC=N1)N(N=C2C2=CC=C1C(=C(NC1=C2)C(=O)O)Cl)C(C)(C)C